C(CCCCCCCCCCC)P(CCCC)(CCCCCCCCCCCC)CCCCCCCCCCCC tri-dodecyl-(n-butyl)phosphine